CNS(=O)(=O)CC1CCC(CC1)NC1=C2C(=NC=C1C(=O)OCCF)NC=C2 2-Fluoroethyl 4-(((1R,4R)-4-((N-methylsulfamoyl)methyl)cyclohexyl)amino)-1H-pyrrolo[2,3-b]pyridine-5-carboxylate